CNS(=O)(=O)C1=CC(=C(C=C1)NCC1=CC=C(C=C1)C(F)(F)F)C=1N=NN(C1)C N-Methyl-3-(1-methyltriazol-4-yl)-4-[[4-(trifluoromethyl)phenyl]methylamino]benzenesulfonamide